OC1=CC=CC(=N1)C1=CCC(CC1)CC1=NC=2C(=NC(=CC2)C(=O)OC)N1C[C@H]1OCC1 methyl 2-((4-(6-hydroxypyridin-2-yl)cyclohex-3-en-1-yl)methyl)-3-(((S)-oxetan-2-yl)methyl)-3H-imidazo[4,5-b]pyridine-5-carboxylate